BrC1=CC=2N(C=C1)C(=CN2)N2C(NC(CC2)=O)=O (7-bromoimidazo[1,2-a]pyridin-3-yl)hexahydropyrimidine-2,4-dione